tert-butyl 4-(7-(2-((tert-butoxycarbonyl)amino)-7-fluorobenzo[d]thiazol-4-yl)-6-chloro-8-(((trifluoromethyl)sulfonyl)oxy)quinazolin-4-yl)piperazine-1-carboxylate C(C)(C)(C)OC(=O)NC=1SC2=C(N1)C(=CC=C2F)C2=C(C=C1C(=NC=NC1=C2OS(=O)(=O)C(F)(F)F)N2CCN(CC2)C(=O)OC(C)(C)C)Cl